α-aminooleic acid NC(C(=O)O)CCCCCC\C=C/CCCCCCCC